C1(=CC=CC=C1)S(=O)(=O)C=1N=NC=CC1 3-(benzenesulfonyl)pyridazine